3-fluoro-5-[(3S)-2-[trans-4-(hydroxymethyl)cyclohexanecarbonyl]isoxazolidin-3-yl]benzonitrile FC=1C=C(C#N)C=C(C1)[C@H]1N(OCC1)C(=O)[C@@H]1CC[C@H](CC1)CO